(2S)-2-(7-oxabicyclo[2.2.1]heptane-2-carboxamido)-9-(5,6,7,8-tetrahydro-1,8-naphthyridin-2-yl)nonanoic acid C12C(CC(CC1)O2)C(=O)N[C@H](C(=O)O)CCCCCCCC2=NC=1NCCCC1C=C2